CN1C([C@@H](CC2=CC=CC(=C12)OC1=C(C=CC=C1)C)NC(=O)N)=O ((3R)-1-methyl-8-(2-methylphenoxy)-2-oxo-1,2,3,4-tetrahydroquinolin-3-yl)urea